(1-{2,6-difluoro-4-[4-(3-methoxy-propoxy)-6-methyl-pyrimidin-2-yl]-phenyl}-piperidin-4-yl)-acetic acid FC1=C(C(=CC(=C1)C1=NC(=CC(=N1)OCCCOC)C)F)N1CCC(CC1)CC(=O)O